NC1=CN=NC2=CC(=CC=C12)C=1C(=CC(=C(C1)B(O)O)OC)C=1SC(=CN1)C(F)(F)F [5-(4-AMINOCINNOLIN-7-YL)-2-METHOXY-4-[5-(TRIFLUOROMETHYL)THIAZOL-2-YL]PHENYL]BORONIC ACID